4,4'-bis(chloromethyl)biphenol ClCC=1C=C(C(=CC1)O)C=1C(=CC=C(C1)CCl)O